C1(CC2C(CC1)O2)C2OC2 3,4-epoxycyclohexyl-oxirane